(4-chloro-1-(methylthio)naphthalen-2-yl)boron ClC1=CC(=C(C2=CC=CC=C12)SC)[B]